Cl.CC1C2C3=CC=CC=C3C(CC1)N2C(C)C 9-Methyl-12-(propan-2-yl)-12-azatricyclo[6.3.1.02,7]dodeca-2,4,6-triene hydrochloride